tert-butyl 3-(7-(8-ethyl-3-(methoxymethoxy)naphthalen-1-yl)-8-fluoro-2-((1-formylcyclopropyl)ethynyl)pyrido[4,3-d]pyrimidin-4-yl)-3,8-diazabicyclo[3.2.1]octane-8-carboxylate C(C)C=1C=CC=C2C=C(C=C(C12)C1=C(C=2N=C(N=C(C2C=N1)N1CC2CCC(C1)N2C(=O)OC(C)(C)C)C#CC2(CC2)C=O)F)OCOC